C1(CC1)CC=1C=CC(=C(C1)C(C(=O)O)N1C[C@H]([C@@H](C1)OCCCCCC1=NC=2NCCCC2C=C1)F)OC 2-(5-(cyclopropylmethyl)-2-methoxyphenyl)-2-(trans-3-fluoro-4-((5-(5,6,7,8-tetrahydro-1,8-naphthyridin-2-yl)pentyl)oxy)pyrrolidin-1-yl)acetic acid